N[C@@H]1CN(C[C@@H](C1)C1CC1)C1=CC=C(C=2N=CC=NC12)C#N 8-[(3S,5S)-3-amino-5-cyclopropylpiperidin-1-yl]Quinoxaline-5-carbonitrile